OC1=CC=C(C=C1)C1=CC(=C(C=C1)C)NC(=S)N 1-(4'-Hydroxy-4-methyl-[1,1'-biphenyl]-3-yl)thiourea